N(=C=O)CC1CC(CCC1)CN=C=O 1,3-bis(isocyanato)methylcyclohexane